[O-2].[La+3].[Co+2] cobalt-lanthanum oxide